N-(4-((3-chloro-4-fluorobenzyl)oxy)phenyl)-5-fluoro-6-(1H-tetrazol-5-yl)benzofuran-3-carboxamide ClC=1C=C(COC2=CC=C(C=C2)NC(=O)C2=COC3=C2C=C(C(=C3)C3=NN=NN3)F)C=CC1F